2-(2,6-dioxopiperidin-3-yl)-4-(((1-(1-(2-(4'-fluoro-[1,1'-biphenyl]-4-yl)acetyl)piperidin-4-yl)-1H-pyrazol-4-yl)methyl)amino)isoindoline-1,3-dione O=C1NC(CCC1N1C(C2=CC=CC(=C2C1=O)NCC=1C=NN(C1)C1CCN(CC1)C(CC1=CC=C(C=C1)C1=CC=C(C=C1)F)=O)=O)=O